C1(CC1)C1=CC(=CC(=N1)NC(C=1C(N(C=C(C1)C1=CC(=CC=C1)N)C1CC1)=O)=O)C1=C(C=C(C=C1)F)C1=NN=CN1C N-{6-Cyclopropyl-4-[4-fluoro-2-(4-methyl-4H-1,2,4-triazol-3-yl)phenyl]-2-pyridyl}-5-(m-aminophenyl)-1-cyclopropyl-2-oxo-1,2-dihydronicotinamide